BrC1=NC(=C(C(=N1)C(C)C)N1C(N=C(C2=C1N=C(C(=C2)Cl)C2=C(C=CC=C2)F)N2C[C@H](N(C[C@@H]2C)C(=O)OC(C)(C)C)C)=O)C(C)C tert-butyl (2R,5S)-4-(1-(2-bromo-4,6-diisopropylpyrimidin-5-yl)-6-chloro-7-(2-fluorophenyl)-2-oxo-1,2-dihydropyrido[2,3-d]pyrimidin-4-yl)-2,5-dimethylpiperazine-1-carboxylate